(trans-4-((tert-butoxycarbonyl)amino)cyclohexyl)(5-(1-methyl-1H-pyrazol-4-yl)pyrazin-2-yl)carbamic acid 2-hydroxy-2-methylpropyl ester OC(COC(N(C1=NC=C(N=C1)C=1C=NN(C1)C)[C@@H]1CC[C@H](CC1)NC(=O)OC(C)(C)C)=O)(C)C